ClC1=C(OC2(CC2)C(=O)OCC(=O)OC)C=C(C(=C1)F)N1C(N(C(=CC1=O)C(F)(F)F)C)=O 2-methoxy-2-oxoethyl 1-{2-chloro-4-fluoro-5-[3-methyl-2,6-dioxo-4-(trifluoromethyl)-3,6-dihydropyrimidin-1(2H)-yl]phenoxy}cyclopropanecarboxylate